undecanonitrile C(CCCCCCCCCC)#N